8-bromo-N5-(2,4-dimethoxybenzyl)-3-ethyl-N2-(tetrahydro-2H-pyran-4-yl)pyridino[3,4-b]pyrazine-2,5-diamine BrC1=CN=C(C2=NC(=C(N=C21)NC2CCOCC2)CC)NCC2=C(C=C(C=C2)OC)OC